tert-Butyl ((S)-1-(((S)-1-(((R)-3-(4-Chlorobenzyl)-1-((4-nitrophenyl)sulfonyl)piperidin-3-yl)(methyl)amino)-3-hydroxy-1-oxopropan-2-yl)amino)-1-oxopropan-2-yl)carbamate ClC1=CC=C(C[C@]2(CN(CCC2)S(=O)(=O)C2=CC=C(C=C2)[N+](=O)[O-])N(C([C@H](CO)NC([C@H](C)NC(OC(C)(C)C)=O)=O)=O)C)C=C1